benzyl (2,4-diformylphenyl) ether C(=O)C1=C(C=CC(=C1)C=O)OCC1=CC=CC=C1